1-(4-methyl-6-(pyridin-4-yl)quinolin-2-yl)piperidine-4-carboxylic acid CC1=CC(=NC2=CC=C(C=C12)C1=CC=NC=C1)N1CCC(CC1)C(=O)O